(S)-benzyl (1-(2-fluoro-5-((4-oxo-3,4-dihydrophthalazin-1-yl)methyl)benzoyl)pyrrolidin-3-yl)carbamate FC1=C(C(=O)N2C[C@H](CC2)NC(OCC2=CC=CC=C2)=O)C=C(C=C1)CC1=NNC(C2=CC=CC=C12)=O